9,9-bis(3-hydroxypropyl)-2,7-dinaphthyl-fluorene OCCCC1(C2=CC(=CC=C2C=2C=CC(=CC12)C1=CC=CC2=CC=CC=C12)C1=CC=CC2=CC=CC=C12)CCCO